dihydroimidazolium N1C[NH2+]C=C1